1-((1-(2-amino-2-oxoethyl)cyclopropyl)methyl)-2-(4-(2-(4-chloro-2-fluorophenyl)-2-methylbenzo[d][1,3]dioxol-4-yl)-2,6-difluorobenzyl)-4-fluoro-1H-benzo[d]imidazole-6-carboxylic acid NC(CC1(CC1)CN1C(=NC2=C1C=C(C=C2F)C(=O)O)CC2=C(C=C(C=C2F)C2=CC=CC=1OC(OC12)(C)C1=C(C=C(C=C1)Cl)F)F)=O